2-((4-(2-(5-cyanothiophen-2-yl)-2-methylbenzo[d][1,3]dioxan-4-yl)piperidin-1-yl)methyl)-1-(((S)-oxetan-2-yl)methyl)-1H-benzo[d]imidazole-6-carboxylic acid C(#N)C1=CC=C(S1)C1(OC(C2=C(O1)C=CC=C2)C2CCN(CC2)CC2=NC1=C(N2C[C@H]2OCC2)C=C(C=C1)C(=O)O)C